C1(CCCC1)N1C(=CC2=C1N=C(N=C2)NC2=NC=C(C=C2)N2CCNCC2)C(=O)N(C)C 7-cyclopentyl-N,N-dimethyl-2-{[5-(piperazin-1-yl)pyridine-2-yl]amino}-7H-pyrrolo[2,3-d]pyrimidine-6-carboxamide